FCOC1=C2C(=NC(N(C2=CC(=C1)C(F)(F)F)C=1C=NC=CC1)=O)NCC#C 5-(fluoromethoxy)-4-(prop-2-yn-1-ylamino)-1-(pyridin-3-yl)-7-(trifluoromethyl)quinazolin-2(1H)-one